CN(C(C1=C(C=CC=C1)OCCNC)=O)C N,N-dimethyl-2-(2-(methylamino)ethoxy)benzamide